C(C)(=O)N1CCN(CC1)[C@@H]1C(=NN(C1)C(=O)N[C@H](C)C=1C=NC(=CC1)C(F)(F)F)C1=CC=C(C=C1)C (S)-4-(4-acetylpiperazin-1-yl)-3-(4-methylphenyl)-N-((R)-1-(6-(trifluoromethyl)pyridin-3-yl)ethyl)-4,5-dihydro-1H-pyrazol-1-carboxamide